(4-(5-(4-methyl-1H-imidazol-1-yl)benzo[d]oxazol-2-yl)pyridin-2-yl)methanone CC=1N=CN(C1)C=1C=CC2=C(N=C(O2)C2=CC(=NC=C2)C=O)C1